pentenyl-benzyl-phosphinic acid C(=CCCC)P(O)(=O)CC1=CC=CC=C1